(3aS,6aS)-5-(4-fluoro-2-methyl-phenyl)-2,3,3a,4,6,6a-hexahydro-1H-pyrrolo[3,4-c]pyrrole FC1=CC(=C(C=C1)N1C[C@H]2[C@H](C1)CNC2)C